C1(CC2C(CC1)O2)CC[Si](OC)(OC)OC β-(3,4-epoxycyclohexyl)ethyltris-methoxysilane